BrCC1=C(C=CC=C1C)Cl 2-(bromomethyl)-1-chloro-3-methyl-benzene